(2-(3-(6,7-dichloro-2-(2-hydroxyacetyl)-2,3,4,5-tetrahydrO-1H-pyrido[4,3-b]indol-9-yl)-1H-pyrazol-1-yl)ethyl)propenamide ClC1=C(C=C(C=2C3=C(NC12)CCN(C3)C(CO)=O)C3=NN(C=C3)CCC(C(=O)N)=C)Cl